2-(3-bromophenyl)-2-cyclopentylacetic acid BrC=1C=C(C=CC1)C(C(=O)O)C1CCCC1